FC(S(=O)(=O)[O-])(F)F.COC(=O)C1=[N+](C2=CC=CC=C2C=C1)C 2-(methoxycarbonyl)-1-methylquinolin-1-ium Trifluoromethanesulfonate